C(C)(C)(C)OC([C@@H](CC1=CC(=CC=C1)B1OC(C(O1)(C)C)(C)C)[C@@H]1CN(CC1)C(=O)OC(C)(C)C)=O tert-Butyl (3R)-3-[(1S)-2-tert-butoxy-2-oxo-1-[[3-(4,4,5,5-tetramethyl-1,3,2-dioxaborolan-2-yl)phenyl]methyl]ethyl]pyrrolidine-1-carboxylate